N-[(3,4-difluorophenyl)methyl]-5-formylthiophene-2-carboxamide FC=1C=C(C=CC1F)CNC(=O)C=1SC(=CC1)C=O